Diphenylvinyltrimethoxydisilan C1(=CC=CC=C1)C(=C[SiH2][Si](OC)(OC)OC)C1=CC=CC=C1